5-bromo-4-(5-cyclopropyl-1,3,4-oxadiazol-2-yl)-8-hydroxy-1-(4-methylbenzyl)-1,3-dihydro-2H-benzo[b]azepin-2-one BrC=1C2=C(N(C(CC1C=1OC(=NN1)C1CC1)=O)CC1=CC=C(C=C1)C)C=C(C=C2)O